(S)-1-(1-(3-chloro-4-fluorophenyl)-2-hydroxyethyl)-4-(3-(2-(2-hydroxypropan-2-yl)pyridin-4-yl)-1H-indazol-5-yl)pyridin-2(1H)-one ClC=1C=C(C=CC1F)[C@@H](CO)N1C(C=C(C=C1)C=1C=C2C(=NNC2=CC1)C1=CC(=NC=C1)C(C)(C)O)=O